FC1=C(C=C(C(=C1)C)C=1C=NC(=C(C1)N1CCOCC1)OCCOC1OCCCC1)C1N(CCC1C(F)(F)F)C(=O)N [2-fluoro-4-methyl-5-[5-(morpholin-4-yl)-6-[2-(oxan-2-yloxy)ethoxy]pyridin-3-yl]phenyl]-3-(trifluoromethyl)pyrrolidine-1-carboxamide